1-((3-fluoro-2-methylpyridin-4-yl)methyl)-3,4-dimethyl-2-oxo-N-(2,4,6-trifluorobenzyl)-1,2,3,4-tetrahydro-quinazoline-7-carboxamide FC=1C(=NC=CC1CN1C(N(C(C2=CC=C(C=C12)C(=O)NCC1=C(C=C(C=C1F)F)F)C)C)=O)C